(S)-8-(2-amino-6-((R)-1-(4-((cyclopentyloxy)carbonyl)-2-(3-methyl-1H-pyrazol-1-yl)phenyl)-2,2,2-trifluoroethoxy)pyrimidin-4-yl)-2,8-diazaspiro[4.5]decane-3-carboxylic acid NC1=NC(=CC(=N1)N1CCC2(C[C@H](NC2)C(=O)O)CC1)O[C@@H](C(F)(F)F)C1=C(C=C(C=C1)C(=O)OC1CCCC1)N1N=C(C=C1)C